C1(CCCCC1)=C(C#N)C1=CC=C(C=C1)OC 2-cyclohexylidene-2-(4-methoxyphenyl)acetonitrile